3-amino-N-(2-{9-amino-2,3-dimethyl-1,4-dioxa-7-azaspiro[4.4]nonan-7-yl}-5,6,7,8-tetrahydroquinolin-6-yl)-4,6-dimethylthieno[2,3-b]pyridine-2-carboxamide NC1=C(SC2=NC(=CC(=C21)C)C)C(=O)NC2CC=1C=CC(=NC1CC2)N2CC1(OC(C(O1)C)C)C(C2)N